tert-butyl (S)-8-(4-(2,3,9-trimethyl-6-(oxazol-2-ylmethyl)-6H-thieno[3,2-f][1,2,4]triazolo[4,3-a][1,4]diazepin-4-yl) phenyl)-2-azaspiro[4.5]decane-2-carboxylate CC1=C(C=2C(=N[C@H](C=3N(C2S1)C(=NN3)C)CC=3OC=CN3)C3=CC=C(C=C3)C3CCC1(CCN(C1)C(=O)OC(C)(C)C)CC3)C